C(#N)N1C(=NC2=C1C=CC=C2)C=2C=C(C=CC2)C N-cyano-2-(3-tolyl)benzimidazole